4-(5-(2,2-diethyl-4-oxochroman-6-yl)-1,2,4-oxadiazol-3-yl)-N-methylbenzamide C(C)C1(OC2=CC=C(C=C2C(C1)=O)C1=NC(=NO1)C1=CC=C(C(=O)NC)C=C1)CC